F[C@H]1[C@@H]2CCC[C@H](C[C@H]1C(=C)C1=CC=C(N=N1)C1=C(C=C(C=C1)N1C=NC=C1)O)N2 2-(6-(1-((1S,2R,3S,5R)-2-fluoro-9-azabicyclo[3.3.1]nonan-3-yl)vinyl)pyridazin-3-yl)-5-(1H-imidazol-1-yl)phenol